C1(=C(C(=CC(=C1)C)C)C1=CC1=O)C 3-mesitylcycloprop-2-en-1-one